C(C)(C)(C)[Si](OC/C=C/C=1C=CC(=C(C(=O)OC)C1)OC)(C)C methyl (E)-5-(3-((tert-butyldimethyl-silyl) oxy) prop-1-en-1-yl)-2-methoxybenzoate